1-{2-fluoro-4-[4-({[3-(trifluoromethoxy)phenyl]methyl}carbamoyl)-1H-1,2,3-triazol-1-yl]butyl}-N-{[5-(trifluoromethyl)pyridin-2-yl]methyl}-1H-1,2,3-triazole-4-carboxamide FC(CN1N=NC(=C1)C(=O)NCC1=NC=C(C=C1)C(F)(F)F)CCN1N=NC(=C1)C(NCC1=CC(=CC=C1)OC(F)(F)F)=O